5-Chloro-3-methyl-2-{7-[(oxan-4-yl)methyl]-7H-pyrrolo[2,3-c]pyridazin-3-yl}phenol ClC=1C=C(C(=C(C1)O)C1=CC2=C(N=N1)N(C=C2)CC2CCOCC2)C